The molecule is a trisaccharide consisting of D-galactopyranose, beta-D-galactopyranose and D-glucopyranose joined in sequence by (1->6) and (1->4) glycosidic bonds. It is a trisaccharide and a partially-defined glycan. It derives from a lactose. C([C@@H]1[C@@H]([C@@H]([C@H](C(O1)OC[C@@H]2[C@@H]([C@@H]([C@H]([C@@H](O2)O[C@@H]3[C@H](OC([C@@H]([C@H]3O)O)O)CO)O)O)O)O)O)O)O